N-(3-(carbamimidoyl)-4-fluorophenyl)-5-chloro-2-(4,4-difluoroazepan-1-yl)-6-methylnicotinamide C(N)(=N)C=1C=C(C=CC1F)NC(C1=C(N=C(C(=C1)Cl)C)N1CCC(CCC1)(F)F)=O